trans-1-(6-((4-methylphenyl)amino)pyrimidin-4-yl)-4-(3,4-dihydroisoquinolin-2(1H)-yl)piperidin-3-ol CC1=CC=C(C=C1)NC1=CC(=NC=N1)N1C[C@H]([C@@H](CC1)N1CC2=CC=CC=C2CC1)O